OCC1C2COCC1CN(C2)C(=O)OC(C)(C)C tert-butyl 9-(hydroxymethyl)-3-oxa-7-azabicyclo[3.3.1]nonane-7-carboxylate